2-(4,5-dichlorobenzofuran-2-yl)-N-((1r,2r)-1-(2,3-dihydrobenzo[b][1,4]dioxin-6-yl)-1-hydroxy-3-(pyrrolidin-1-yl)propan-2-yl)-2,2-difluoroacetamide ClC1=C(C=CC2=C1C=C(O2)C(C(=O)N[C@@H]([C@H](O)C2=CC1=C(OCCO1)C=C2)CN2CCCC2)(F)F)Cl